C1=NC2=C(N1[C@H]3[C@@H]([C@@H]([C@H](O3)COP(=O)([O-])OP(=O)([O-])[O-])OP(=O)([O-])OP(=O)([O-])[O-])O)N=C(NC2=O)N The molecule is an organophosphate oxoanion arising from deprotonation of the six diphosphate OH groups of guanosine 3',5'-bis(diphosphate); major species at pH 7.3. It is a conjugate base of a guanosine 3',5'-bis(diphosphate) and a guanosine 3',5'-bis(diphosphate)(5-).